2-(2-isonicotinoylhydrazineyl)-2-oxoethyl carbamate C(N)(OCC(=O)NNC(C1=CC=NC=C1)=O)=O